OC=1CN(C(=CC1)O)C(=O)O.FC1=CC=C(C=C1)C1=CC=C(C=C1)C(C)=O 1-(4'-fluorobiphenyl-4-yl)ethanone 3,6-dihydroxypyridin-1(2H)-carboxylate